(1s,4s)-2'-bromo-4-[(3-chlorophenyl)(trifluoroacetyl)amino]-6'-formylspiro[cyclohexane-1,1'-indene]-4-carboxylic acid methyl ester COC(=O)C1(CCC2(C(=CC3=CC=C(C=C23)C=O)Br)CC1)N(C(C(F)(F)F)=O)C1=CC(=CC=C1)Cl